Hydroxy-2-(3-(methylsulfonyl)-4-((1-(methylsulfonyl)piperidin-4-yl)-methoxy)benzyl)isoindoline-5-carboximidamide OC1N(CC2=CC(=CC=C12)C(N)=N)CC1=CC(=C(C=C1)OCC1CCN(CC1)S(=O)(=O)C)S(=O)(=O)C